N-(3-((6-(1H-benzo[d]imidazol-1-yl)pyrido[3,2-d]pyrimidin-4-yl)amino)-2,4-difluorophenyl)-3-chloro-4-methylthiophene-2-sulfonamide N1(C=NC2=C1C=CC=C2)C=2C=CC=1N=CN=C(C1N2)NC=2C(=C(C=CC2F)NS(=O)(=O)C=2SC=C(C2Cl)C)F